COC1=C(C=CC(=C1)OC)N1C(SC=C1C=1C=C(C(=O)NCCCCN2N=CC=C2)C=CC1)=O 3-(3-(2,4-dimethoxyphenyl)-4-thiazolinonyl)-N-(4-1-N-pyrazolylbutyl)benzamide